calcium hydrogenphosphate P(=O)(O)([O-])[O-].[Ca+2]